(1s,4s)-2-(4-chloro-2-methylpyrido[3,4-d]pyrimidin-6-yl)-2-azabicyclo[2.2.2]octane ClC=1C2=C(N=C(N1)C)C=NC(=C2)N2C1CCC(C2)CC1